C(C=C)(=O)N1C(CN(CC1)C1=NC(=NC=2CC(CCC12)N1CCCC2=CC=CC=C12)N1CC(C(C1)NC)OC)CC#N 2-(1-acryloyl-4-(7-(3,4-dihydroquinolin-1(2H)-yl)-2-(3-methoxy-4-(methylamino)pyrrolidin-1-yl)-5,6,7,8-tetrahydroquinazolin-4-yl)piperazin-2-yl)acetonitrile